N-(2,6-dimethyl-4-(7-(2,2,4,4,4-pentafluorobutoxy)-1,3,4,5-tetrahydro-2H-benzo[c]azepin-2-yl)phenyl)-3,3-dimethylbutanamide CC1=C(C(=CC(=C1)N1CC2=C(CCC1)C=C(C=C2)OCC(CC(F)(F)F)(F)F)C)NC(CC(C)(C)C)=O